tert-Butyl-((3R,5R)-1-(2-(1-(cyclopropylmethyl)-6-(3-oxoisoindolin-5-yl)-1H-indol-2-yl)-4-methoxy-3-methylbenzo[b]thiophene-6-carbonyl)-5-fluoropiperidin-3-yl) carbamate C(N)(O[C@H]1C(N(C[C@@H](C1)F)C(=O)C=1C=C(C2=C(SC(=C2C)C=2N(C3=CC(=CC=C3C2)C=2C=C3C(NCC3=CC2)=O)CC2CC2)C1)OC)C(C)(C)C)=O